6-(5-(6-methylpyridin-2-yl)-1H-imidazol-4-yl)-N-(5,6,7,8-tetrahydro-[1,2,4]triazolo[1,5-a]pyrazin-2-yl)quinolin-3-amine CC1=CC=CC(=N1)C1=C(N=CN1)C=1C=C2C=C(C=NC2=CC1)NC1=NN2C(CNCC2)=N1